sodium glycerol monolaurate monosulfate S(=O)(=O)([O-])OC(COC(CCCCCCCCCCC)=O)CO.[Na+]